FC1(CN(CC[C@H]1NC1=NN2C(C(=N1)OC)=C(C=C2)C=2C=C1C=CC=NC1=C(C2)F)C)F (R)-N-(3,3-Difluoro-1-methylpiperidin-4-yl)-5-(8-fluoroquinolin-6-yl)-4-methoxypyrrolo[2,1-f][1,2,4]triazin-2-amine